4-(5-(azetidin-1-yl)-1-(oxetan-3-yl)-1H-benzo[d]imidazol-2-yl)-3-fluoro-6-methoxy-5-methylbenzene-1,2-diol N1(CCC1)C1=CC2=C(N(C(=N2)C=2C(=C(C(=C(C2C)OC)O)O)F)C2COC2)C=C1